C(C)(C)(C)OC(=O)N1N=C(C=C1N)CC1=NC=CC=C1 5-amino-3-[(pyridin-2-yl)methyl]-1H-pyrazole-1-carboxylic acid tert-butyl ester